ClC1C=2N(CC3(C1)C(C3)(F)F)N=C(C2C2=C3C(=NC=C2)NN=C3)C3=NC=C(C=C3)F 4'-chloro-2,2-difluoro-2'-(5-fluoropyridin-2-yl)-3'-(1H-pyrazolo[3,4-b]pyridin-4-yl)-4',5'-dihydro-7'H-spiro[cyclopropane-1,6'-pyrazolo[1,5-a]pyridine]